N-Boc-iminodiethylmalonate C(=O)(OC(C)(C)C)N=CCC(C(=O)[O-])(C(=O)[O-])CC